2-ethyl-3-propyl-1-heptene C(C)C(=C)C(CCCC)CCC